COCO[C@@H]1[C@H](CO[C@@H]([C@@H]1OCOC)COCOC)N (3S,4R,5R,6R)-4,5-bis(methoxymethoxy)-6-((methoxymethoxy)methyl)tetrahydro-2H-pyran-3-amine